FC1=C(C=CC=C1)C(C=CC1=CC=C(C=C1)F)=O 1-(2-fluorophenyl)-3-(4-fluorophenyl)-2-propen-1-one